methylenebis(benzotriazole) C(C1=CC=CC=2NN=NC21)C2=CC=CC=1NN=NC12